C(C)OC1=CC=C(C=C1)C1=CN=CC(=N1)C(=O)N/N=C/C1=C(C(=CC=C1)OC)F (E)-6-(4-ethoxyphenyl)-N'-(2-fluoro-3-methoxybenzylidene)pyrazine-2-carbohydrazide